ClC1=C(C(=C(C=C1)O)C1=CC=CC(=C1)OC)O chloro-5'-methoxy-[1,1'-biphenyl]-2,6-diol